acryloyl-formamide C(C=C)(=O)NC=O